Dimethyl-pentane CC(CC)(CC)C